N-(3-methoxybenzyl)-4-(2-(2-morpholinoethoxy)ethoxy)-N-(3-(pyrrolidin-1-yl)benzyl)aniline COC=1C=C(CN(C2=CC=C(C=C2)OCCOCCN2CCOCC2)CC2=CC(=CC=C2)N2CCCC2)C=CC1